(3S)-1-[(2S)-2-aminopropanoyl]-N'-(7-bromo-2-quinolyl)-N'-methyl-hexahydropyridazine-3-carbohydrazide hydrochloride Cl.N[C@H](C(=O)N1N[C@@H](CCC1)C(=O)NN(C)C1=NC2=CC(=CC=C2C=C1)Br)C